1-(2,4-Dichlorophenyl)-5-(ethoxycarbonyl)-5-methyl-2-pyrazolin ClC1=C(C=CC(=C1)Cl)N1N=CCC1(C)C(=O)OCC